C1(=CC=CC=C1)S(=O)(=O)N1C=CC2=CC=C(C=C12)O 1-(benzenesulfonyl)-indol-6-ol